(S)-4-(3-cyano-3-methylbut-1-yn-1-yl)-N-((5-fluoro-2-hydroxyphenyl)(3-fluoro-4-methylphenyl)methyl)-6-methylpicolinamide C(#N)C(C#CC1=CC(=NC(=C1)C)C(=O)N[C@@H](C1=CC(=C(C=C1)C)F)C1=C(C=CC(=C1)F)O)(C)C